4-((1-(4-(tert-butyl)piperidine-1-carbonyl)cyclopentyl)oxy)benzonitrile C(C)(C)(C)C1CCN(CC1)C(=O)C1(CCCC1)OC1=CC=C(C#N)C=C1